(S)-6-((4,4-difluoropyrrolidin-3-yl)oxy)-1-(2,2,2-trifluoroethyl)-1H-indazole trifluoroacetate FC(C(=O)O)(F)F.FC1([C@H](CNC1)OC1=CC=C2C=NN(C2=C1)CC(F)(F)F)F